2-methyl-1,6-hexanediol CC(CO)CCCCO